(1R,3S,4R)-2-((S)-2-bromo-9-hydroxy-9H-fluorene-9-carbonyl)-N-((S)-1-cyano-2-((S)-2-oxopiperidin-3-yl)ethyl)-5,5-difluoro-2-azabicyclo[2.2.2]octane-3-carboxamide BrC1=CC=2[C@@](C3=CC=CC=C3C2C=C1)(C(=O)N1[C@H]2CC([C@@H]([C@H]1C(=O)N[C@@H](C[C@H]1C(NCCC1)=O)C#N)CC2)(F)F)O